N-methyl-dioleylamine CN(CCCCCCCC\C=C/CCCCCCCC)CCCCCCCC\C=C/CCCCCCCC